6-((benzo[d]oxazol-2-ylmethyl)thio)-1-phenyl-1,5-dihydro-4H-pyrazolo[3,4-d]pyrimidin-4-one O1C(=NC2=C1C=CC=C2)CSC=2NC(C1=C(N2)N(N=C1)C1=CC=CC=C1)=O